ClC=1C(=NC(=NC1)C=1N(C=CN1)C)NC1=CC2=C(N(C(N2CCC(C)(C)O)=O)C)C=C1 5-((5-Chloro-2-(1-methyl-1H-imidazol-2-yl)pyrimidin-4-yl)-amino)-3-(3-hydroxy-3-methylbutyl)-1-methyl-1,3-dihydro-2H-benzo[d]imidazol-2-one